C1(CC1)N1C(N(C2=C(C1=O)C(=C(C(N2C)=O)C)OC=2C=C(C=CC2)CS(=O)(=O)NC)C2=C(C=C(C=C2)I)F)=O 1-(3-((3-cyclopropyl-1-(2-fluoro-4-iodophenyl)-6,8-dimethyl-2,4,7-trioxo-1,2,3,4,7,8-hexahydropyrido[2,3-d]pyrimidin-5-yl)oxy)phenyl)-N-methyl-methanesulfonamide